N-(2-fluoro-6-methoxybenzylidene)-2-methylpropane-2-sulfinamide FC1=C(C=NS(=O)C(C)(C)C)C(=CC=C1)OC